6-bromo-4-(difluoromethoxy)phthalazin BrC=1C=C2C(=NN=CC2=CC1)OC(F)F